O1C(=NC2=C1CCC2)C=2N=C(N(C(C2O)=O)C)N2[C@@H](C1=CC(=CC=C1CC2)C(=O)O)C2=CC=CC=C2 (1R)-2-(4-{4H,5H,6H-cyclopenta[d][1,3]oxazol-2-yl}-5-hydroxy-1-methyl-6-oxopyrimidin-2-yl)-1-phenyl-3,4-dihydro-1H-isoquinoline-7-carboxylic acid